N-azidoacetylgalactosamine disodium [Na].[Na].N(=[N+]=[N-])CC(=O)N[C@H]1C(O)O[C@@H]([C@@H]([C@@H]1O)O)CO